[5-[1-methylpiperidin-3-yl]pyridin-2-yl]-4-(6-methyl-3-propan-2-ylthieno[2,3-d]imidazol-5-yl)pyrimidin-2-amine CN1CC(CCC1)C=1C=CC(=NC1)C=1C(=NC(=NC1)N)C1=C(C2=C(N(C=N2)C(C)C)S1)C